FC1=CC=C(C=C1)N(C(=O)[C@H]1N(C(OC1)=O)C1=NC(=CC(=C1)C(F)(F)F)C)CC#CC=1C=NC(=CC1)C(NC)=O (S)-N-(4-fluorophenyl)-3-(6-methyl-4-(trifluoromethyl)pyridin-2-yl)-N-(3-(6-(methylcarbamoyl)pyridin-3-yl)prop-2-yn-1-yl)-2-oxooxazolidine-4-carboxamide